dimethyl-(methacryloxyethyl)ammonium propanesulfonate C(CC)S(=O)(=O)[O-].C[NH+](CCOC(C(=C)C)=O)C